C(#N)C(CC1C(NCC1)=O)NC(=O)C1N(C2CC(C1CC2)(F)F)C(C(CC2CCC2)NC(C(F)(F)F)=O)=O N-(1-cyano-2-(2-oxopyrrolidin-3-yl)ethyl)-2-(3-cyclobutyl-2-(2,2,2-trifluoroacetamido)propanoyl)-5,5-difluoro-2-azabicyclo[2.2.2]octane-3-carboxamide